C(C)(C)(C)OC(=O)N1CCC2([C@@H]([C@@H](OC2)C)NS(=O)(=O)C(C)(C)C)CC1 (3S,4S)-4-((R)-1,1-dimethylethylsulfonamido)-3-methyl-2-oxa-8-azaspiro[4.5]decane-8-carboxylic acid tert-butyl ester